(R)-(1-(4-fluorophenyl)-6-((3-(trifluoromethyl)phenyl)sulfonyl)4,4a,5,6,7,8-hexahydro-1H-pyrazolo[3,4-g]isoquinolin-4a-yl)(thiazol-2-yl)methanone FC1=CC=C(C=C1)N1N=CC2=C1C=C1CCN(C[C@]1(C2)C(=O)C=2SC=CN2)S(=O)(=O)C2=CC(=CC=C2)C(F)(F)F